5-Hydroxymethyl-furoic acid (5-hydroxymethyl-2-Furoate) OCC1=CC=C(O1)C(=O)O.OCC1=CC=C(O1)C(=O)O